(1-methylimidazo[4,5-c]pyridin-6-yl)hydrazine CN1C=NC=2C=NC(=CC21)NN